ClC=1C=C2C=C(COC2=CC1)C(=O)NC 6-chloro-N-methyl-2H-chromen-3-carboxamide